ClC=1C(=CC2=C(N(C=N2)C2CC2)C1)C#CC1=NN(C(=C1C(=O)N)NC)[C@@H]1CN([C@H](C1)CO)C(C=C)=O 3-[2-(6-chloro-1-cyclopropyl-1,3-benzodiazol-5-yl)ethynyl]-1-[(3s,5r)-5-(hydroxymethyl)-1-(prop-2-enoyl)pyrrolidin-3-yl]-5-(methylamino)pyrazole-4-carboxamide